tert-butyl (6-fluoro-3-methyl-1-oxoisoindolin-5-yl)carbamate FC1=C(C=C2C(NC(C2=C1)=O)C)NC(OC(C)(C)C)=O